2-(o-bromophenyl)-8-chloro-1,2-dihydro-2,3,7-triaza-1-bora-1-naphthol BrC1=C(C=CC=C1)N1B(C2=C(N=CC=C2C=N1)Cl)O